CC1=C2C=C(N(C2=CC=C1CN1CCC2(CN(C2)C2=NC=NC3=CC=C(C=C23)CC(F)(F)F)CC1)CC1NC(NC1)=O)C#N 4-methyl-1-[(2-oxoimidazolidin-4-yl)methyl]-5-[[2-[6-(2,2,2-trifluoroethyl)quinazolin-4-yl]-2,7-diazaspiro[3.5]nonan-7-yl]methyl]indole-2-carbonitrile